C[SiH3].[Mo] molybdenum methylsilane